BrC1=C(C=C2CN(C(C2=C1)=O)C1C(NC(CC1)=O)=O)CN(C)C1CCN(CC1)C1=CC=C(C=C1)NC1=NC=C2N=C(N(C2=N1)C1CCCC1)NC1=CC=CC=C1 3-(6-bromo-5-(((1-(4-((9-cyclopentyl-8-(phenylamino)-9H-purin-2-yl)amino)phenyl)piperidin-4-yl)(methyl)amino)methyl)-1-oxoisoindolin-2-yl)piperidine-2,6-dione